1-(2,4-dichlorophenyl)-3-methyl-trans-1-butene ClC1=C(C=CC(=C1)Cl)\C=C\C(C)C